(2R,6R)-N-[4-(3-Cyanophenyl)-5-(2,6-dimethyl-4-pyridyl)thiazol-2-yl]-2,6-dimethylpiperazine-1-carboxamide C(#N)C=1C=C(C=CC1)C=1N=C(SC1C1=CC(=NC(=C1)C)C)NC(=O)N1[C@@H](CNC[C@H]1C)C